2-((2-(3-chlorophenyl)-2-hydroxyethyl)(methyl)amino)acetonitrile ClC=1C=C(C=CC1)C(CN(CC#N)C)O